ClC=1C(=CC(=C(C1)N(C(=O)[C@H]1N(C([C@@]([C@H]1O)(C)O)=O)C1=NC(=CC(=C1)C(F)(F)F)C(F)F)C([2H])([2H])[2H])F)F (2S,3S,4S)-N-(5-chloro-2,4-difluorophenyl)-1-(6-(difluoromethyl)-4-(trifluoromethyl)pyridin-2-yl)-3,4-dihydroxy-4-methyl-N-(methyl-d3)-5-oxopyrrolidine-2-carboxamide